The molecule is an aminopyrimidine in which the pyrimidine ring carries amino substituents at C-2 and C-4 and a 3,4-dimethoxybenzyl group at C-5. A folic acid antagonist, it is used as a synergist with sulfonamides against the parasitic Eimeria species. It has a role as an antiparasitic agent and a drug allergen. COC1=C(C=C(C=C1)CC2=CN=C(N=C2N)N)OC